3-((5-fluoro-2-morpholinopyrimidin-4-yl)oxy)pyrrolidin FC=1C(=NC(=NC1)N1CCOCC1)OC1CNCC1